(4-(4-(4-(4-(4'-chloro-5'-oxo-5'H-spiro[cyclohexane-1,7'-indolo[1,2-a]quinazolin]-10'-yl)piperidin-1-yl)butanoyl)piperazin-1-yl)-2,6-difluorophenyl)piperidine-2,6-dione ClC=1C=2C(N=C3N(C2C=CC1)C1=CC(=CC=C1C31CCCCC1)C1CCN(CC1)CCCC(=O)N1CCN(CC1)C1=CC(=C(C(=C1)F)N1C(CCCC1=O)=O)F)=O